(E)-1-(2-Chloro-4-fluorophenyl)-3-(4-hydroxy-3-nitrophenyl)prop-2-en-1-one ClC1=C(C=CC(=C1)F)C(\C=C\C1=CC(=C(C=C1)O)[N+](=O)[O-])=O